1-benzyl-4-ethynyl-3-((7-fluoro-5-methoxy-1H-indol-3-yl)methyl)piperidin-4-ol C(C1=CC=CC=C1)N1CC(C(CC1)(O)C#C)CC1=CNC2=C(C=C(C=C12)OC)F